ClC1=CC(=C(C2=C1OC(O2)(C)C2CCC(CC2)N2CC(C2)OC(F)F)C)C(=O)NCC=2C(NC(=CC2SC)C)=O 7-chloro-2-(4-(3-(difluoromethoxy)azetidin-1-yl)cyclohexyl)-2,4-dimethyl-N-((6-methyl-4-(methylthio)-2-oxo-1,2-dihydropyridin-3-yl)methyl)benzo[d][1,3]dioxole-5-carboxamide